1-[(2,4-dimethoxyphenyl)methyl]-3-(3-methyl-4-nitro-2-oxo-benzoimidazol-1-yl)piperidine-2,6-dione COC1=C(C=CC(=C1)OC)CN1C(C(CCC1=O)N1C(N(C2=C1C=CC=C2[N+](=O)[O-])C)=O)=O